FC(CCC(=O)O)=C(F)F 4,5,5-trifluoro-4-pentenoic acid